C(C)(C)(C)C1=C(C=CC(=C1)C(C)(C)C)OP([O-])(=O)C1=CC=C(C=C1)C1=CC=C(C=C1)P([O-])(=O)[O-] (2,4-di-t-butylphenyl)-4,4'-biphenylbisphosphonate